NC1=NC=CC2=C1N(C(N2[C@H]2CN(CCC2)C(=O)C(C#N)=CC(C)(N2CCN(CC2)C2COC2)C)=O)C2=CC=C(C=C2)OC2=CC=CC=C2 (R)-2-(3-(4-amino-2-oxo-3-(4-phenoxyphenyl)-2,3-dihydro-1H-imidazo[4,5-c]pyridin-1-yl)piperidine-1-carbonyl)-4-methyl-4-(4-(oxetan-3-yl)piperazin-1-yl)pent-2-enenitrile